7-(piperidin-3-yl)-2-thia-7-azaspiro[3.5]nonane 2,2-dioxide N1CC(CCC1)N1CCC2(CS(C2)(=O)=O)CC1